tert-Butyl 4-(3-chloro-2-methylphenyl)piperazine-1-carboxylate ClC=1C(=C(C=CC1)N1CCN(CC1)C(=O)OC(C)(C)C)C